C(CCCCCCC\C=C/CCCCCCCCCC)(=O)O (9Z)-9-Icosenoic acid